COCOC(=C(CCCCCC)CCCCCCCCC)CCCCCCCCC dinonyloctenyl methoxymethyl ether